tert-butyl (1-(pyrimidin-2-yl)ethyl)((6-(trifluoromethoxy)pyridazin-3-yl)methyl)carbamate N1=C(N=CC=C1)C(C)N(C(OC(C)(C)C)=O)CC=1N=NC(=CC1)OC(F)(F)F